O(C1=CC=CC=C1)CC(C(=O)O)(C(=O)O)OC1=CC=CC=C1 diphenoxyethanedicarboxylic acid